C1(=CC=C(C=C1)C1=NC(=NC(=N1)C1=CC=CC=C1)Cl)C1=CC=CC=C1 2-(biphenyl-4-yl)-4-phenyl-6-chloro-1,3,5-triazine